ClC1=C(C=CC=C1C1C(NC(CC1)=O)=O)C1=CC=C(C=C1)CN1C(CCCC1)=O 3-(2-chloro-4'-((2-oxopiperidin-1-yl)methyl)-[1,1'-biphenyl]-3-yl)piperidine-2,6-dione